C1N(CCC2=CC=CC=C12)[C@@H]1CNCC[C@H]1NC(OC(C)(C)C)=O tert-butyl trans-(3-(3,4-dihydroisoquinolin-2(1H)-yl)piperidin-4-yl)carbamate